CC1=CC=C2C(=CNC2=C1C=1N=NC=CC1)S(=O)(=O)Cl 6-methyl-7-pyridazin-3-yl-1H-indole-3-sulfonyl chloride